6-((1S,4S)-2,5-diazabicyclo[2.2.1]heptan-2-yl)-N-(4-((3,3-difluorocyclobutyl)methoxy)-2,3-difluorophenyl)pyrido[3,2-d]pyrimidin-4-amine [C@@H]12N(C[C@@H](NC1)C2)C=2C=CC=1N=CN=C(C1N2)NC2=C(C(=C(C=C2)OCC2CC(C2)(F)F)F)F